(1R,3aS,6aR)-2-(2-(3-chlorophenyl)-2,2-difluoroacetyl)-N-((R)-4-fluoro-3-oxo-1-((R)-2-oxopyrrolidin-3-yl)butan-2-yl)octahydrocyclopenta[c]pyrrole-1-carboxamide ClC=1C=C(C=CC1)C(C(=O)N1[C@H]([C@H]2[C@@H](C1)CCC2)C(=O)N[C@H](C[C@@H]2C(NCC2)=O)C(CF)=O)(F)F